C[C@@H]1N(CC=C(C1)C1=CC=C2C=CN(C2=C1)C)C(=O)OC(C)(C)C tert-butyl (2S)-2-methyl-4-(1-methylindol-6-yl)-3,6-dihydro-2H-pyridine-1-carboxylate